((4-fluorophenyl)thio)-6-methyl-2-(trifluoromethyl)quinazoline FC1=CC=C(C=C1)SC1=NC(=NC2=CC=C(C=C12)C)C(F)(F)F